(3-([4-(PROPAN-2-YL)PIPERAZIN-1-YL]METHYL)PHENYL)BORANEDIOL CC(C)N1CCN(CC1)CC=1C=C(C=CC1)B(O)O